N1=NC=CC2=CC(=CC=C12)C1=CNC=2N=C(N=C(C21)OC)NC2CC(C2)(C)NC(CC)=O N-((1s,3s)-3-((5-(cinnolin-6-yl)-4-methoxy-7H-pyrrolo[2,3-d]pyrimidin-2-yl)amino)-1-methylcyclobutyl)propionamide